C(C)(C)(C)OC(=O)N1C(CNCC1)C1=C(C=C(C=C1)C1=NC(=NO1)C1=CC2=CC=CC=C2C=C1)[N+](=O)[O-] (4-(3-(naphthalene-2-yl)-1,2,4-oxadiazol-5-yl)-2-nitrophenyl)piperazine-1-carboxylic acid tert-butyl ester